(R)-1-(4-(6-chloro-8-cyclopropoxy-7-(5-methyl-1H-indazol-4-yl)-2-((1-methylpiperidin-4-yl)oxy)quinazolin-4-yl)piperazin-1-yl)prop-2-en-1-one ClC=1C=C2C(=NC(=NC2=C(C1C1=C2C=NNC2=CC=C1C)OC1CC1)OC1CCN(CC1)C)N1CCN(CC1)C(C=C)=O